6-(4-(naphthalene-2-yl)phenyl)-1,3,5-triazine-2,4-diamine C1=C(C=CC2=CC=CC=C12)C1=CC=C(C=C1)C1=NC(=NC(=N1)N)N